NC1=NC(=C(C(=N1)C)CC=1C=C(C=CC1OC)CO)N[C@H](CCSC)CCCC (S)-(3-((2-amino-4-methyl-6-((1-(methylthio)heptan-3-yl)amino)pyrimidin-5-yl)methyl)-4-methoxyphenyl)methanol